1-octadecanoyl-2-(15Z-tetracosenoyl)-sn-glycero-3-phosphocholine CCCCCCCCCCCCCCCCCC(=O)OC[C@H](COP(=O)([O-])OCC[N+](C)(C)C)OC(=O)CCCCCCCCCCCCC/C=C\CCCCCCCC